(2R,3R,5R)-2,5-diamino-1,6-diphenylhexane N[C@@H](CC1=CC=CC=C1)CC[C@H](CC1=CC=CC=C1)N